COC(=O)C1(CN(CC1)C(=O)OC(C)(C)C)NCC1=CC=C(C=C1)C(F)(F)F 3-((4-(trifluoromethyl)benzyl)amino)pyrrolidine-1,3-dicarboxylic acid 1-(tert-butyl) ester 3-methyl ester